4-methyl-N-(propargyl)aniline CC1=CC=C(NCC#C)C=C1